C(C)(=O)N1CCC(CC1)N1CC(C1)N1N=C(C(=C1)NC(=O)C1=NC(=CC=C1)C=1C=NN(C1)C(F)F)C(F)F N-(1-(1-(1-acetylpiperidin-4-yl)azetidin-3-yl)-3-(difluoromethyl)-1H-pyrazol-4-yl)-6-(1-(difluoromethyl)-1H-pyrazol-4-yl)-2-pyridineamide